C1C(CC12CCNCC2)C(=O)N2CCN(CC2)C=2C=C1CN(C(C1=CC2)=O)[C@@H]2C(NC(CC2)=O)=O (S)-3-(5-(4-(7-azaspiro[3.5]nonane-2-carbonyl)piperazin-1-yl)-1-oxoisoindolin-2-yl)piperidine-2,6-dione